BrC1=CC(=C2C(=NC(=NC2=C1)O)O)F 7-bromo-5-fluoro-quinazoline-2,4-diol